O=S1(N(CC(N1)=O)C1=C(C=C(C=C1O)C1=CC(=CO1)C(=O)NCCC(C)C)F)=O 5-(4-(1,1-Dioxo-4-oxo-1,2,5-thiadiazolidin-2-yl)-3-fluoro-5-hydroxyphenyl)-N-isopentylfuran-3-carboxamide